tert-Butyl 4-(2-(2,6-dioxopiperidin-3-yl)-1-oxo-1,2-dihydrophthalazin-6-yl)piperazine-1-carboxylate O=C1NC(CCC1N1C(C2=CC=C(C=C2C=N1)N1CCN(CC1)C(=O)OC(C)(C)C)=O)=O